C(C)C1(N/C(/N(C(C1)=O)C1CCCC2=CC=C(C=C12)C(N[C@H]1[C@](COC2=CC=CC=C12)(C)O)=O)=N\C(OC(C)(C)C)=O)CC tert-butyl ((E)-4,4-diethyl-1-(7-(((3S,4R)-3-hydroxy-3-methylchroman-4-yl)carbamoyl)-1,2,3,4-tetrahydronaphthalen-1-yl)-6-oxotetrahydropyrimidin-2(1H)-ylidene)carbamate